ClC1=CC=C(CC2(CCN(CC2)C=2C3=C(N=CN2)NC=C3)N)C=C1 4-(4-chlorobenzyl)-1-(7H-pyrrolo[2,3-d]pyrimidin-4-yl)piperidin-4-amine